BrC1=CN=C2C(=N1)N(C(CN2)=O)C[C@@H]2CC[C@H](CC2)OC 7-bromo-1-(((trans)-4-methoxycyclohexyl)methyl)-3,4-dihydropyrazino[2,3-b]Pyrazin-2(1H)-one